CC(C)C[C@H](C#N)C(CCC(=O)O)C(=O)O (3S)-2-carboxyethyl-3-cyano-5-methylhexanoic acid